ethyl 3-{3-[(6-hydroxy-2,2-dioxo-2H-1,2λ6,3-benzoxathiazin-3(4H)-yl)methyl]-4-methylphenyl}-3-[1-(3-hydroxypropyl)-4-methyl-1H-benzotriazol-5-yl]propanoate OC=1C=CC2=C(CN(S(O2)(=O)=O)CC=2C=C(C=CC2C)C(CC(=O)OCC)C2=C(C3=C(N(N=N3)CCCO)C=C2)C)C1